C(C(O)C(O)C(=O)[O-])(=O)OC(C)C tartaric acid, isopropyl ester